tert-butyl (S)-3-((7-fluoroquinolin-5-yl)amino)pyrrolidine-1-carboxylate FC1=CC(=C2C=CC=NC2=C1)N[C@@H]1CN(CC1)C(=O)OC(C)(C)C